4-iodo-1-(2-(trifluoromethoxy)phenyl)-1H-pyrazole IC=1C=NN(C1)C1=C(C=CC=C1)OC(F)(F)F